C(C)(C)(C)OC(=O)N1CCC(CC1)OCC(S(=O)(=O)O)O 2-((1-(tert-butoxycarbonyl)piperidin-4-yl)oxy)-1-hydroxyethanesulfonic acid